(7-((3-Fluoro-1-methyl-1H-pyrrolo[2,3-b]pyridin-6-yl)oxy)-2-azaspiro[3.5]nonan-2-yl)((1s,3s)-3-hydroxy-3-methylcyclobutyl)methanone FC1=CN(C2=NC(=CC=C21)OC2CCC1(CN(C1)C(=O)C1CC(C1)(C)O)CC2)C